C1(CCCCCN1)=O epsilon-caprolactam